3,4-dimethoxy-N-(pyridin-4-yl)benzamide COC=1C=C(C(=O)NC2=CC=NC=C2)C=CC1OC